BrC1=C(N=C(S1)NC(=O)OC(C)(C)C)C(=O)OCC ethyl 5-bromo-2-((tert-butoxycarbonyl)amino)thiazole-4-carboxylate